C(C)OC(=O)C1N(C(CC1)=O)C([C@@H](NC(=O)OC)C(C)C)=O 1-((methoxycarbonyl)-L-valyl)-5-oxopyrrolidine-2-carboxylic acid ethyl ester